5-(4-fluorophenyl)thiazol-2-amine FC1=CC=C(C=C1)C1=CN=C(S1)N